Methyl 2-(4-((2-chloro-7,9-difluoro-5H-pyrido[3,2-b]indol-5-yl)methyl)phenyl)acetate ClC=1C=CC=2N(C=3C=C(C=C(C3C2N1)F)F)CC1=CC=C(C=C1)CC(=O)OC